C(OC1CC(C1)N1C(C(=CC=C1)NC1=NC=2N(C(=C1)N(C([2H])([2H])[2H])CC1=CC=C(C=C1)OC)N=CC2C(=O)O)=O)([2H])([2H])[2H] 5-((1-((1r,3r)-3-(methoxy-d3)cyclobutyl)-2-oxo-1,2-dihydropyridin-3-yl)amino)-7-((4-methoxybenzyl)(methyl-d3)amino)pyrazolo[1,5-a]pyrimidine-3-carboxylic acid